ClC[C@@]1(COC[C@H](O1)COC1=CC=C(C=C1)C=1C=C(C(NC1C(F)(F)F)=O)C(=O)N)COC 5-(4-(((2S,6S)-6-(chloromethyl)-6-(methoxymethyl)-1,4-dioxan-2-yl)methoxy)phenyl)-2-oxo-6-(trifluoromethyl)-1,2-dihydropyridine-3-carboxamide